COC=1C=C(C(=O)C2=C(C(=O)O)C=CC=C2)C=CC1OC 2-(3,4-dimethoxybenzoyl)benzoic acid